3-((S)-but-3-en-2-yl)-5-hydroxy-4,6-dioxo-N-(2,4,6-trifluorobenzyl)-1-(3-vinyltetrahydrofuran-3-yl)-2,3,4,6-tetrahydro-1H-pyrido[2,1-f][1,2,4]triazine-7-carboxamide C[C@@H](C=C)N1CN(N2C(C1=O)=C(C(C(=C2)C(=O)NCC2=C(C=C(C=C2F)F)F)=O)O)C2(COCC2)C=C